N[C@H]([C@H](C1=CC=CC=C1)NS(=O)(=O)C[C@@]12C(C[C@@H](CC1)C2(C)C)=O)C2=CC=CC=C2 N-[(1S,2S)-2-amino-1,2-diphenylethyl]-1-[(1S,4R)-7,7-dimethyl-2-oxonorbornan-1-yl]Methanesulfonamide